FC=1C(=NC=CC1I)N 3-fluoro-4-iodopyridin-2-amine